tert-butyl 2-(2-methyltetrazol-5-yl)-4,6,7,8-tetrahydropyrazolo[1,5-a][1,4]diazepine-5-carboxylate CN1N=C(N=N1)C1=NN2C(CN(CCC2)C(=O)OC(C)(C)C)=C1